ethyl 3-(1-benzyl-3-((tert-butoxycarbonyl)amino)pyrrolidin-3-yl)propanoate C(C1=CC=CC=C1)N1CC(CC1)(NC(=O)OC(C)(C)C)CCC(=O)OCC